CN1C(CCCC1C)C(=O)N 1,6-dimethylpiperidine-2-carboxamide